N-(3-chloro-4-(trifluoromethoxy)benzyl)-4-(2-((6-(pyridazin-4-yl)-1H-indazol-4-yl)oxy)ethoxy)butan-1-amine ClC=1C=C(CNCCCCOCCOC2=C3C=NNC3=CC(=C2)C2=CN=NC=C2)C=CC1OC(F)(F)F